2,7-dimethoxy-1-naphthaldehyde COC1=C(C2=CC(=CC=C2C=C1)OC)C=O